C(C)(C)(C)OC(=O)N1CCN(CC1)C1=CC(=CC=C1)C1=NC(=NC=C1)NC1=CC(=CC=C1)N 4-(3-(2-((3-aminophenyl)amino)pyrimidin-4-yl)phenyl)piperazine-1-carboxylic acid tert-butyl ester